ClC=1C(=C(NC=2C3=C(N=CN2)C=CC(=N3)N3[C@@H]2CN([C@H](C3)C2)C(=O)OC(C)(C)C)C=CC1OC[C@@H]1OCCC1)F tert-butyl (1S,4S)-5-[4-[3-chloro-2-fluoro-4-[[(2R)-tetrahydrofuran-2-yl]methoxy]anilino]pyrido[3,2-d]pyrimidin-6-yl]-2,5-diazabicyclo[2.2.1]heptane-2-carboxylate